tert-Butyl 9-((3-amino-6-chloropyridazin-4-yl)ethynyl)-3-azaspiro[5.5]undecane-3-carboxylate NC=1N=NC(=CC1C#CC1CCC2(CCN(CC2)C(=O)OC(C)(C)C)CC1)Cl